2-(2H-benzotriazol-2-yl)-6-(sec-butyl)-4-(tert-butyl)phenol N=1N(N=C2C1C=CC=C2)C2=C(C(=CC(=C2)C(C)(C)C)C(C)CC)O